CN1CCC2=CC(=CC=C12)NC(NC(C(=O)N)C)=O 2-(3-(1-METHYLINDOLIN-5-YL)UREIDO)PROPANAMIDE